C(C)(C)(C)C1=C(C(=CC=C1)C(C)(C)C)NC(=S)NC1=C(C=CC=C1C)C N-(2,6-di-t-butylphenyl)-N'-(2,6-dimethylphenyl)thiourea